N-(5-chloropyrimidin-2-yl)-2-[(2'R,4S)-2'-fluoro-6-(1-fluorocyclopropyl)-1-oxospiro[3H-isoquinoline-4,1'-cyclopropane]-2-yl]acetamide ClC=1C=NC(=NC1)NC(CN1C(C2=CC=C(C=C2[C@]2([C@@H](C2)F)C1)C1(CC1)F)=O)=O